ClC1=NC(=NC(=N1)C1=CC2=CC=CC=C2C=C1)C1=CC=CC=C1 2-chloro-4-(2-naphthyl)-6-phenyl-1,3,5-triazine